C(C)(C)(C)OC1=NC(=C(C=O)C=C1F)F 6-(tert-butoxy)-2,5-difluoronicotinaldehyde